3-(4-(dimethylcarbamoyl)phenyl)-3-(4-(4-(5,6,7,8-tetrahydro-1,8-naphthyridin-2-yl)butyl)thiazol-2-yl)propanoic acid CN(C(=O)C1=CC=C(C=C1)C(CC(=O)O)C=1SC=C(N1)CCCCC1=NC=2NCCCC2C=C1)C